NC1=CC=C(OC2=C(C=C(C=C2)NC2=CC=CC=C2)Br)C=C1 4-(4-aminophenoxy)-3-bromophenylaniline